4-chloro-1-[5-(difluoromethyl)-1,3,4-thiadiazol-2-yl]-N-(3-methyloxetan-3-yl)indazole-6-sulfonamide ClC1=C2C=NN(C2=CC(=C1)S(=O)(=O)NC1(COC1)C)C=1SC(=NN1)C(F)F